2-(4-bromophenyl)-7-chloro-[1,2,4]triazolo[1,5-a]pyridine BrC1=CC=C(C=C1)C1=NN2C(C=C(C=C2)Cl)=N1